(6-methoxy-3-methylpyridin-2-yl)methanone 3-deoxy-d-arabinoheptulosonate C(C(=O)C[C@@H](O)[C@H](O)[C@H](O)CO)(=O)O.COC1=CC=C(C(=N1)C=O)C